CC1=C(C2=C(C=N1)C(=NO2)OC=2OC=CN2)C#CC=2N=NC=CC2 6-methyl-3-(oxazol-2-yloxy)-7-(pyridazin-3-ylethynyl)isoxazolo[4,5-c]pyridine